penta(ethylvinyl)cyclopentasiloxane C(C)C=C[SiH]1O[SiH](O[SiH](O[SiH](O[SiH](O1)C=CCC)C=CCC)C=CCC)C=CCC